NC1=C(C(=NN1C(C)C)C1=NC=C(C=C1)CC(=O)NC1=CC(=NO1)C1(CCCC1)C)C(=O)N 5-Amino-1-isopropyl-3-[5-[2-[[3-(1-methylcyclopentyl)isoxazol-5-yl]amino]-2-oxo-ethyl]-2-pyridyl]pyrazole-4-carboxamide